ClC1=NN(C(=C1)C=1C=NN2C1N=C(C=C2C2(CC2)S(=O)(=O)C)N2[C@H](COCC2)C)COCC[Si](C)(C)C (3S)-4-[3-(3-chloro-1-{[2-(trimethylsilyl)ethoxy]methyl}-1H-pyrazol-5-yl)-7-(1-methanesulfonylcyclopropyl)pyrazolo[1,5-a]pyrimidin-5-yl]-3-methylmorpholine